tert-Butyl (3-formyl-4'-methoxy-6'-methyl[2,3'-bipyridine]-4-yl)carbamate C(=O)C=1C(=NC=CC1NC(OC(C)(C)C)=O)C=1C=NC(=CC1OC)C